C(C1=CC=CC=C1)OC(=O)N(CC(=O)O)C N-((benzyloxy)carbonyl)-N-methylglycine